CN1C=2C(NC(=NC2NC[C@@H]1CNC1=CC=C(C(N[C@@H](CCC(=O)[O-])C(=O)O)=O)C=C1)N)=O.[Ca+2].CN1C=2C(NC(=NC2NC[C@@H]1CNC1=CC=C(C(N[C@@H](CCC(=O)[O-])C(=O)O)=O)C=C1)N)=O calcium L-5-methyl-(6S)-tetrahydrofolate